1-((2R,5S)-4-((S)-6-chloro-7-(3-cyclopropyl-5-methyl-1H-indazol-4-yl)-2-(3-(dimethylamino)azetidin-1-yl)-8-fluoroquinazolin-4-yl)-2,5-dimethylpiperazin-1-yl)prop-2-en-1-one ClC=1C=C2C(=NC(=NC2=C(C1C1=C2C(=NNC2=CC=C1C)C1CC1)F)N1CC(C1)N(C)C)N1C[C@H](N(C[C@@H]1C)C(C=C)=O)C